FC(C)(F)C1=NOC(=N1)/C=C/C(=O)OCC ethyl (E)-3-[3-(1,1-difluoroethyl)-1,2,4-oxadiazol-5-yl]prop-2-enoate